2-Chloro-6-(1,1-difluoroethyl)-4-methoxypyridine ClC1=NC(=CC(=C1)OC)C(C)(F)F